C1(=CC=CC=C1)C1=CC(=CN1)C1=CC=C(C=C1)O 4-(5-phenyl-1H-pyrrol-3-yl)phenol